C1(CC1)N1[C@H](CN(CC1)C1CCN(CC1)C1=C(C=C(C(=C1)OC)NC1=NC=NC(=C1)N1OCC[C@@H]1CC=1C=NC=CC1)NC(C=C)=O)C N-(2-(4-((S)-4-cyclopropyl-3-methylpiperazine-1-yl)piperidine-1-yl)-4-methoxy-5-((6-((S)-3-(pyridine-3-ylmethyl)isoxazolidine-2-yl)pyrimidine-4-yl)amino)-phenyl)acrylamide